4-[[5-(3-ethyl-1,2,4-oxadiazol-5-yl)-4-[[(1S)-2-hydroxy-1-phenyl-ethyl]amino]pyrimidin-2-yl]amino]-N,N,2-trimethyl-benzamide C(C)C1=NOC(=N1)C=1C(=NC(=NC1)NC1=CC(=C(C(=O)N(C)C)C=C1)C)N[C@H](CO)C1=CC=CC=C1